tert-butyl 2-(3-hydroxypropoxy)acetate OCCCOCC(=O)OC(C)(C)C